2-(1-Oxo-3,4-dihydro-1H-benzo[g]isochromen-3-yl)acetic acid O=C1OC(CC2=CC3=C(C=C12)C=CC=C3)CC(=O)O